1,5-dicyclopentylpentane-2,4-dione C1(CCCC1)CC(CC(CC1CCCC1)=O)=O